1-({[2-(2-methoxyethoxy)ethyl]sulfanyl}methyl)-4-nitrobenzene COCCOCCSCC1=CC=C(C=C1)[N+](=O)[O-]